CN(C1=CC=C(C(=O)OCC(CCCC)CC)C=C1)C 2-ethylhexyl 4-(dimethylamino)benzoate